tert-butyl (2S,5S)-5-(((tert-butyldiphenylsilyl)oxy)methyl)-2-((2-(5-chloro-3-fluoro-4-methylpyridin-2-yl)propan-2-yl)carbamoyl)morpholine-4-carboxylate [Si](C1=CC=CC=C1)(C1=CC=CC=C1)(C(C)(C)C)OC[C@@H]1CO[C@@H](CN1C(=O)OC(C)(C)C)C(NC(C)(C)C1=NC=C(C(=C1F)C)Cl)=O